(3-bromophenyl)glutaronitrile BrC=1C=C(C=CC1)C(C#N)CCC#N